n-Octyl Beta-D-GlucoPyranoside CCCCCCCCO[C@H]1[C@@H]([C@H]([C@@H]([C@H](O1)CO)O)O)O